Methyl 4-propionylaminobenzoate C(CC)(=O)NC1=CC=C(C(=O)OC)C=C1